NCC=1N=C2N(C=CC(=C2Cl)SC=2N=C(C(=NC2C)N2CCC3([C@@H]([C@@H](OC3)C)NC(OC(C)(C)C)=O)CC2)CO)C1 tert-butyl ((3S,4S)-8-(5-((2-(aminomethyl)-8-chloroimidazo[1,2-a]pyridin-7-yl)thio)-3-(hydroxymethyl)-6-methylpyrazin-2-yl)-3-methyl-2-oxa-8-azaspiro[4.5]decan-4-yl)carbamate